C(C)(C)(C)OC(=O)N1C(C=CC1)C1=CC(=C(C=C1)OC(F)F)OCC1CC1 (3-(cyclopropylmethoxy)-4-(difluoromethoxy)phenyl)-2,5-dihydro-1H-pyrrole-1-carboxylic acid tert-butyl ester